C=C(C)C1=CC(=NC2=CC=C(C=C12)B1OC(C(O1)(C)C)(C)C)C(=O)OC methyl 4-(prop-1-en-2-yl)-6-(4,4,5,5-tetramethyl-1,3,2-dioxaborolan-2-yl)quinoline-2-carboxylate